dicyclohexyl({2',6'-dimethoxy-[1,1'-biphenyl]-2-yl})phosphane methanesulfonate CS(=O)(=O)O.C1(CCCCC1)P(C1=C(C=CC=C1)C1=C(C=CC=C1OC)OC)C1CCCCC1